FC(S(=O)(=O)C=1C=C(C=C(C1)N1CCOCC1)C=1C=NC(=NC1)N)(C1=CC=CC=C1)F 5-(3-((difluoro(phenyl)methyl)sulfonyl)-5-morpholinophenyl)pyrimidin-2-amine